(S)-5-(1-(6-(1-amino-1,3-dihydrospiro[indene-2,4'-piperidine]-1'-yl)-4-oxo-4,5-dihydro-1H-pyrazolo[3,4-d]pyrimidin-3-yl)cyclopropyl)-1,3,4-thiadiazole-2-carbonitrile N[C@@H]1C2=CC=CC=C2CC12CCN(CC2)C=2NC(C1=C(N2)NN=C1C1(CC1)C1=NN=C(S1)C#N)=O